N,N,N',N'-tetraethyl-1,4-butanediamine C(C)N(CCCCN(CC)CC)CC